C(CCCCCCC\C=C/C\C=C/CCCCC)OC(CCCCCCC)=O octanoic acid-(10Z,12Z)-octadeca-9,12-dien-1-yl ester